C(C=C)(=O)OC1=CC=CC=2C3=CC=CC=C3CC12 acryloyloxyfluorene